2-[4-[5-(7,8-dimethyl-[1,2,4]triazolo[1,5-a]pyridin-6-yl)-4-isopropyl-3-methyl-6H-thieno[2,3-b]pyrrol-2-yl]cyclohexyl]-2,6-diazaspiro[3.4]octan-5-one CC1=C(C=2N(C=C1C1=C(C3=C(N1)SC(=C3C)C3CCC(CC3)N3CC1(C3)C(NCC1)=O)C(C)C)N=CN2)C